1-[(3S)-3-[4-amino-3-[2-(3,5-dimethoxyphenyl)ethynyl]pyrazolo[3,4-d]pyrimidin-1-yl]pyrrolidin-1-yl]prop-2-en-1-one NC1=C2C(=NC=N1)N(N=C2C#CC2=CC(=CC(=C2)OC)OC)[C@@H]2CN(CC2)C(C=C)=O